BrN1C=C2C3(CC(CC=C13)=O)C=CC=C2 5-bromo-1H-benzo[c]indol-2-one